C1(=CC=CC=C1)N(C1=CC(=CC(=C1)OC1=CC(=CC=C1)NC1=CC=CC=C1)N(C1=CC=CC=C1)C1=CC=CC=C1)C1=CC=CC=C1 N1,N1,N3,N3-tetraphenyl-5-(3-(phenylamino)phenoxy)benzene-1,3-diamine